C(C1=CC=CC=C1)OC(=O)N1CC(C1)C(S(=O)(=O)C)C#N 3-(Cyano(methylsulfonyl)methyl)azetidine-1-carboxylic acid benzyl ester